N-(4-(dimethylphosphoryl)-2-methoxyphenyl)-3-(7-(((3S,4R)-3-fluoro-1-methylpiperidin-4-yl)amino)-3-(2,2,2-trifluoroethyl)benzo[b]thiophen-2-yl)propiolamide CP(=O)(C)C1=CC(=C(C=C1)NC(C#CC1=C(C2=C(S1)C(=CC=C2)N[C@H]2[C@H](CN(CC2)C)F)CC(F)(F)F)=O)OC